2,4-diamino-6-undecyl-1,3,5-triazine NC1=NC(=NC(=N1)N)CCCCCCCCCCC